FC(C)(F)C1=NC(=CC(=N1)NC1=CC(=NC=C1C(CC)(F)F)NC(C)=O)C N-(4-((2-(1,1-difluoroethyl)-6-methylpyrimidin-4-yl)amino)-5-(1,1-difluoropropyl)pyridin-2-yl)acetamide